CCCCCCCCCCCCCCCCCCCCCC(=O)O[C@@H](CO)COC(=O)CCCCCCCCCCCCCCC The molecule is a diacylglycerol 38:0 in which the acyl groups specified at positions 1 and 2 are hexadecanoyl and docosanoyl respectively. It is a diacylglycerol 38:0 and a 1,2-diacyl-sn-glycerol. It derives from a hexadecanoic acid and a docosanoic acid.